isopropyl cis-3-((methylsulfonyl)amino)-2-(((1-(quinazolin-2-yl) piperidin-4-yl)oxy) methyl)piperidine-1-carboxylate CS(=O)(=O)N[C@@H]1[C@@H](N(CCC1)C(=O)OC(C)C)COC1CCN(CC1)C1=NC2=CC=CC=C2C=N1